1-(2-Hydroxy-4-methoxyphenyl)-3-(quinoxalin-6-yl)prop-2-en-1-one OC1=C(C=CC(=C1)OC)C(C=CC=1C=C2N=CC=NC2=CC1)=O